FC(C=1C=C(C=NC1)CCC(=O)O)F 5-(difluoromethyl)-3-pyridinepropanoic acid